O1C(OCC1)C1=C(C=CC=C1OCC1=CC=C(C=C1)OC)CC=O 2-[2-(1,3-dioxolan-2-yl)-3-[(4-methoxyphenyl)methoxy]phenyl]acetaldehyde